rac-(3-(6-(1-(difluoromethyl)-1H-pyrazol-4-yl)pyrrolo[2,1-f][1,2,4]triazin-4-yl)-3,8-diazabicyclo[3.2.1]octan-8-yl)((1S,2R)-2-(hydroxymethyl)cyclopropyl)methanone FC(N1N=CC(=C1)C=1C=C2C(=NC=NN2C1)N1CC2CCC(C1)N2C(=O)[C@@H]2[C@@H](C2)CO)F